[Mg].[Sr] strontium-magnesium